(Z)-3-((1H-pyrrol-2-yl)methylene)-5-((2-bromo-5-fluorobenzyl)amino)indolin-2-one N1C(=CC=C1)\C=C\1/C(NC2=CC=C(C=C12)NCC1=C(C=CC(=C1)F)Br)=O